3-(6-bromo-3-(5-fluoro-4-methylpyridin-3-yl)-2,4-dioxo-3,4-dihydrothieno[3,2-d]pyrimidin-1(2H)-yl)propanenitrile BrC1=CC=2N(C(N(C(C2S1)=O)C=1C=NC=C(C1C)F)=O)CCC#N